NCC1CCN(CC1)C=1C2=CN(N=C2C(=CC1)C(=O)NC=1C=C(C=2N(C1)C=C(N2)C)F)C 4-[4-(aminomethyl)piperidin-1-yl]-N-{8-fluoro-2-methylimidazo[1,2-a]pyridin-6-yl}-2-methylindazole-7-carboxamide